dicyclohexyl-(3-methylphenyl)phosphonium tetrafluoroborate F[B-](F)(F)F.C1(CCCCC1)[PH+](C1=CC(=CC=C1)C)C1CCCCC1